C(C)(C)(C)OC(=O)NCC1=CC(=CS1)B(O)O (5-(((tert-butoxycarbonyl)amino)methyl)thiophen-3-yl)boronic acid